2,3,6,7-tetrahydroxymethyl-9,10-dimethylphenanthrene OCC1=CC=2C(=C(C3=CC(=C(C=C3C2C=C1CO)CO)CO)C)C